C(C1=CC=CC=C1)N(C1CC2=C(N(N=C2CC1)C1=NC(=CC=C1)C(F)(F)F)O)C 5-(benzylmethylamino)-2-(6-(trifluoromethyl)pyridin-2-yl)-4,5,6,7-tetrahydro-2H-indazol-3-ol